N-(4-(5-amino-6-((1-(1-methylpiperidin-4-yl)-1H-pyrazol-4-yl)oxy)pyrazin-2-yl)-2,6-dimethylbenzyl)morpholine-4-sulfonamide NC=1N=CC(=NC1OC=1C=NN(C1)C1CCN(CC1)C)C1=CC(=C(CNS(=O)(=O)N2CCOCC2)C(=C1)C)C